ethyl-(3-nitro-4-(prop-1-en-2-yl)phenyl)carbamic acid tert-butyl ester C(C)(C)(C)OC(N(C1=CC(=C(C=C1)C(=C)C)[N+](=O)[O-])CC)=O